((2R,3R,4R,5R)-5-(2-amino-6-(methylamino)-9H-purin-9-yl)-4-fluoro-4-methyl-3-(propionyloxy)tetrahydrofuran-2-yl)methyl L-valinate N[C@@H](C(C)C)C(=O)OC[C@H]1O[C@H]([C@]([C@@H]1OC(CC)=O)(C)F)N1C2=NC(=NC(=C2N=C1)NC)N